C(C1=CC=CC=C1)NC(N(C1=CC=C(C=C1)C=1C=NN(C1)C)[C@@H]1CC[C@H](CC1)NC1=NC=C(C=N1)C#N)=O 3-benzyl-1-(trans-4-((5-cyanopyrimidin-2-yl)amino)cyclohexyl)-1-(4-(1-methyl-1H-pyrazol-4-yl)phenyl)urea